(1,3-bis(methylthio)propoxy)-3-(methylthio)propan-1-ol CSC(CCSC)OC(CCSC)O